O[C@@]1(C(N([C@@H](C1)C)C)=O)C1=CC(=NO1)C1=NC(=CC=C1)C1=NC(=NC=C1)NC1=NN(C=C1)C (3R,5R)-3-Hydroxy-1,5-dimethyl-3-(3-(6-(2-((1-methyl-1H-pyrazol-3-yl)amino)pyrimidin-4-yl)pyridin-2-yl)isoxazol-5-yl)pyrrolidin-2-one